2-(4-methoxyphenyl)isonicotinic acid methyl ester COC(C1=CC(=NC=C1)C1=CC=C(C=C1)OC)=O